CC1N(C(COC1)C)CC1CCN(CC1)C1=C(N)C=CC=C1F 2-(4-((3,5-dimethylmorpholinyl)methyl)piperidin-1-yl)-3-fluoroaniline